ClCCC(=C(C1=CC=C(C=C1)O)C1=CC=C(C=C1)N1CCC(CC1)CN1CCN(CC1)C=1C=C2C(N(C(C2=CC1)=O)C1C(NC(CC1)=O)=O)=O)C1=CC=CC=C1 5-(4-((1-(4-(4-chloro-1-(4-hydroxyphenyl)-2-phenylbut-1-en-1-yl)phenyl)piperidin-4-yl)methyl)piperazin-1-yl)-2-(2,6-dioxopiperidin-3-yl)isoindoline-1,3-dione